(S)-N-benzyl-1-phenylethylamine C[C@@H](C1=CC=CC=C1)NCC2=CC=CC=C2